5-trifluoromethyl-2-pyridinemethylamine hydrochloride Cl.FC(C=1C=CC(=NC1)CN)(F)F